COC1=CC=2C3=C(NC2C=C1)C(N(C=N3)CCC(N3CCN(CC3)C3=CC(=CC=C3)C(F)(F)F)=O)=O 8-methoxy-3-(3-oxo-3-(4-(3-(trifluoromethyl)phenyl)piperazin-1-yl)propyl)-3,5-dihydro-4H-pyrimido[5,4-b]indol-4-one